C1(=CC=CC=C1)N(C1=CC=C(C=C1)C=1C=CC=C2C=C3C=CC=CC3=CC12)C1=CC=CC=C1 8-(4-(diphenylamino)phenyl)anthracene